C1C2N(CCN1C1=CC=C(C=C1)C=1C=C3C(=NC1)C=C(N3C)C3=CC=C(C=C3)S(=O)(=O)C)CCC2 6-(4-(hexahydropyrrolo[1,2-a]pyrazin-2(1H)-yl)phenyl)-1-methyl-2-(4-(methylsulfonyl)phenyl)-1H-pyrrolo[3,2-b]pyridine